CN1N=CC(=C1C)C1=NC(=C2N=CN(C2=N1)[C@H]1[C@@H]([C@@H]([C@H](O1)C(=O)NCC)O)O)NC (2S,3S,4R,5R)-5-(2-(1,5-dimethyl-1H-pyrazol-4-yl)-6-(methylamino)-9H-purin-9-yl)-N-ethyl-3,4-dihydroxyltetrahydrofuran-2-carboxamide